3-[7-[[2-(3,4-Difluorophenyl)cyclopropyl]amino]-5-(propylthio)-3H-1,2,3-triazolo[4,5-d]pyrimidin-3-yl]-5-(2-hydroxyethoxy)-cyclopentane-1,2-diol FC=1C=C(C=CC1F)C1C(C1)NC=1C2=C(N=C(N1)SCCC)N(N=N2)C2C(C(C(C2)OCCO)O)O